ClC1=C(C=CC2=C1C(=NCC=1N2C=C(N1)C(=O)OCC)C1=C(C=CC=C1)F)Cl ethyl 7,8-dichloro-6-(2-fluorophenyl)-4H-benzo[f]imidazo[1,2-a][1,4]diazepine-2-carboxylate